[Si](C)(C)(C(C)(C)C)OCCC(O)C1=C(N=C(S1)Cl)Cl 3-[(tert-Butyldimethylsilyl)oxy]-1-(2,4-dichloro-1,3-thiazol-5-yl)propan-1-ol